ClC1=CC=C(C(=N1)C1=NOC(N1)=O)O[C@H](C)C=1C=C(C=C2C(C(=C(OC12)C=1C=NC(=NC1)OC(C)C)C)=O)C 3-[6-Chloro-3-[(1R)-1-[2-(2-isopropoxypyrimidin-5-yl)-3,6-dimethyl-4-oxo-chromen-8-yl]ethoxy]-2-pyridyl]-4H-1,2,4-oxadiazol-5-one